[Ca+2].FC1=CC=C(C=C1)C=1N(C(=C(C1C1=CC=CC=C1)C(=O)NC1=CC=C(C=C1)CO)C(C)C)CC[C@H](C[C@H](CC(=O)[O-])O)O.FC1=CC=C(C=C1)C=1N(C(=C(C1C1=CC=CC=C1)C(=O)NC1=CC=C(C=C1)CO)C(C)C)CC[C@H](C[C@H](CC(=O)[O-])O)O.FC1=CC=C(C=C1)C=1N(C(=C(C1C1=CC=CC=C1)C(=O)NC1=CC=C(C=C1)CO)C(C)C)CC[C@H](C[C@H](CC(=O)[O-])O)O.FC1=CC=C(C=C1)C=1N(C(=C(C1C1=CC=CC=C1)C(=O)NC1=CC=C(C=C1)CO)C(C)C)CC[C@H](C[C@H](CC(=O)[O-])O)O (3R,5R)-7-(2-(4-fluorophenyl)-5-isopropyl-3-phenyl-4-((4-hydroxymethylphenylamino)carbonyl)-pyrrol-1-yl)-3,5-dihydroxyheptanoic acid-hemicalcium salt